S(N)(OC[C@@H]1[C@H](C[C@@H](C1)NC1=NC=NC=C1C(=O)C=1SC(=C(C1)[C@@H]1SCC2=C1C=C(C=C2)Cl)C)O)(=O)=O |&1:4,5,7| [(1RS,2SR,4RS)-4-[[5-[4-[(1R)-6-chloro-1,3-dihydro-2-benzothiophen-1-yl]-5-methyl-thiophene-2-carbonyl]pyrimidin-4-yl]amino]-2-hydroxy-cyclopentyl]methyl sulfamate